C(C)C(CCO)CCC1=CC=CC=C1 3-ethyl-5-phenylpentanol